2-[(2,5-dichlorophenyl)methyl]-4,4-dimethyl-isoxazolone ClC1=C(C=C(C=C1)Cl)CN1OCC(C1=O)(C)C